benzodiazepine sodium [Na].N1N=CC=CC2=C1C=CC=C2